FC1=C(C=CC(=C1)F)[C@@H]1N(CCC1)C1=NC=2N(C=C1)N=CC2C2=CC=CC(=N2)N2CCC(CC2)N(C)CC=2C=C1CN(CC1=CC2)C2C(NC(CC2)=O)=O 5-(((1-(6-(5-((R)-2-(2,4-difluorophenyl)pyrrolidin-1-yl)pyrazolo[1,5-a]pyrimidine-3-yl)pyridin-2-yl)piperidin-4-yl)(methyl)amino)methyl)-2-(2,6-dioxopiperidin-3-yl)isoindoline